ClCC1=NN2C(=NC=3C(=CC=CC3C2=N1)OC)NCC1=C(C=C(C=C1)OC)OC 2-(chloromethyl)-N-(2,4-dimethoxybenzyl)-7-methoxy-[1,2,4]triazolo[1,5-c]quinazolin-5-amine